C1(CC1)C(C)(C)N1CCNCC1 1-(2-cyclopropylpropane-2-yl)piperazine